N1CCC2(CC1)CC=1C(=CC3=CC=CC=C3C1)C2N dihydrospiro[cyclopenta[b]naphthalene-2,4'-piperidin]-1-amine